NC1=NC=CC=2N1C(=NC2C2CN(CC2)CC#CC)C2=C(C=C(C(=O)NC1=NC=CC=C1)C=C2)C(F)(F)F 4-(5-amino-1-(1-(but-2-ynyl)pyrrolidin-3-yl)imidazo[1,5-c]Pyrimidin-3-yl)-N-(pyridin-2-yl)-3-(trifluoromethyl)benzamide